FC1=C(C=C(C=C1)F)[C@@H]1N(C[C@H](C1)F)C1=NN(C2=NC=C(C=C21)C=2N=NNN2)COCC[Si](C)(C)C 3-((2r,4s)-2-(2,5-difluorophenyl)-4-fluoropyrrolidin-1-yl)-5-(2H-tetrazol-5-yl)-1-((2-(trimethylsilyl)ethoxy)methyl)-1H-pyrazolo[3,4-b]pyridine